C1(=CC=CC=C1)P(=O)(OC1=CC=C(C=C1)C1=NC(=NC(=N1)C1=CC=CC=C1)C1=CC=C(C=C1)C=C)C1=CC=CC=C1 2-(4-diphenylphosphinyloxy-phenyl)-4-phenyl-6-(4-vinylphenyl)-1,3,5-triazine